C1=CC=CC=2C3=CC=CC=C3C(=CC12)C=1C=C(C(=C(C1)C1=CC=CC=C1)N)C1=CC=CC=C1 5'-(phenanthren-9-yl)-[1,1':3',1''-terphenyl]-2'-amine